2-(1-Adamantyl)-5-methylbenzene-1,3-diol C12(CC3CC(CC(C1)C3)C2)C2=C(C=C(C=C2O)C)O